(1R,2S,8S,10S,11S,13R,14R,15S,17S)-14-(2-Aminoacetyl)-1,8-difluoro-14,17-dihydroxy-2,13,15-trimethyltetracyclo[8.7.0.02,7.011,15]heptadeca-3,6-dien-5-one trifluoroacetate FC(C(=O)O)(F)F.NCC(=O)[C@]1([C@@H](C[C@H]2[C@@H]3C[C@@H](C4=CC(C=C[C@@]4([C@]3([C@H](C[C@]12C)O)F)C)=O)F)C)O